COCCN(C=1N=C(C2=C(N1)C(=NC(=N2)N(CCOC)CCOC)N2CCOCCC2)N2CCC(CC2)OC)CCOC N2,N2,N6,N6-tetrakis(2-methoxyethyl)-4-(4-methoxypiperidin-1-yl)-8-(1,4-oxazepan-4-yl)pyrimido[5,4-d]pyrimidine-2,6-diamine